C(C=C)C=1C(=NC(=NC1Cl)Cl)Cl 5-allyl-2,4,6-trichloropyrimidine